ClC=1NC=2[C@H](CCCCCCCC3=CC=CC=C3C1N2)NC(\C=C\C2=C(C=CC(=C2)Cl)N2N=NN=C2)=O (E)-N-((S)-18-Chloro-17,19-diaza-tricyclo[14.2.1.02,7]nonadeca-1(18),2,4,6,16(19)-pentaen-15-yl)-3-(5-chloro-2-tetrazol-1-yl-phenyl)-acrylamide